1-Ethyl-3-butylpyrrolidinium triflat [O-]S(=O)(=O)C(F)(F)F.C(C)[NH+]1CC(CC1)CCCC